(2-(4-fluoro-3-(pyridin-4-yl)phenyl)-1,6-naphthyridin-7-yl)methanamine FC1=C(C=C(C=C1)C1=NC2=CC(=NC=C2C=C1)CN)C1=CC=NC=C1